C(C1=CC=CC=C1)OC(NC(CO)C1=CC=C(C=C1)S(=O)(=O)CC)=O (1-(4-(ethylsulfonyl)phenyl)-2-hydroxyethyl)carbamic acid benzyl ester